Lithium 8-quinolinate N1=CC=CC2=CC=CC(=C12)C(=O)[O-].[Li+]